C(C1=CC=CC=C1)N(CC(COCCNC(OC(C)(C)C)=O)F)CC1=CC=CC=C1 Tert-butyl N-[2-[3-(dibenzylamino)-2-fluoro-propoxy]ethyl]carbamate